N-(5-(2-(4-(tert-butyl)phenyl)-5-oxo-7,8-dihydro-1,6-naphthyridin-6(5H)-yl)-2-hydroxyphenyl)methanesulfonamide C(C)(C)(C)C1=CC=C(C=C1)C1=NC=2CCN(C(C2C=C1)=O)C=1C=CC(=C(C1)NS(=O)(=O)C)O